BrC=1C=CC2=C(C=CS2(=O)=O)C1F 5-bromo-4-fluoro-1λ6-benzothiophene-1,1-dione